C(C)(C)(C)N1N=C(C=2C1=CN=C(C2)C2=C(C=C(C=C2F)C2CC(C2)NC(=O)OC(C)(C)C)F)C=2C=NN(C2)C tert-Butyl-5-(4-(3-(tert-butoxycarbonylamino)cyclobutyl)-2,6-difluorophenyl)-3-(1-methyl-1H-pyrazol-4-yl)-1H-pyrazolo[3,4-c]pyridine